ClC1=CC(=C(C=C1)C1COC2=C(O1)C=CC=C2C2=CC=CC=C2)F 4-[2-(4-chloro-2-fluoro-phenyl)-2,3-dihydro-1,4-benzodioxine-5-yl]Benzene